tert-butyl (2S,3S)-3-hydroxy-2-(3-(3-(trifluoromethyl)-4-(4-(trifluoromethyl)phenethoxy)phenyl)-1,2,4-oxadiazol-5-yl)pyrrolidine-1-carboxylate O[C@@H]1[C@H](N(CC1)C(=O)OC(C)(C)C)C1=NC(=NO1)C1=CC(=C(C=C1)OCCC1=CC=C(C=C1)C(F)(F)F)C(F)(F)F